N-(tert-butyl)-3-((2-((6-(4-((6-(2,4-dioxotetrahydropyrimidin-1(2H)-yl)pyridazin-3-yl)methyl)piperazin-1-yl)pyridazin-3-yl)amino)-5-methylpyrimidin-4-yl)amino)benzenesulfonamide C(C)(C)(C)NS(=O)(=O)C1=CC(=CC=C1)NC1=NC(=NC=C1C)NC=1N=NC(=CC1)N1CCN(CC1)CC=1N=NC(=CC1)N1C(NC(CC1)=O)=O